COC[C@@H]1CCC2=CC=3CCCC3C(=C12)NC(=O)N=[S@](=O)(NC(C1=CC=CC=C1)(C1=CC=CC=C1)C1=CC=CC=C1)C=1C=NN2C1O[C@@H](C2)C (S,2R)-N'-(((R)-3-(methoxymethyl)-1,2,3,5,6,7-hexahydro-s-indacen-4-yl)carbamoyl)-2-methyl-N-trityl-2,3-dihydropyrazolo[5,1-b]oxazole-7-sulfonimidamide